methyl 2-amino-4-methyl-6-(m-tolyl)nicotinate NC1=C(C(=O)OC)C(=CC(=N1)C=1C=C(C=CC1)C)C